C1=CC=CC=2C3=CC=CC=C3N(C12)C1=CC(=C(C=C1)C1=C(C=C(C=C1)N1C2=CC=CC=C2C=2C=CC=CC12)C)C 4,4'-bis(9H-carbazol-9-yl)-2,2'-dimethylbiphenyl